C1C(CC12CCC2)NC(=O)NCC2=NC=CC(=N2)OCC(F)(F)F 1-spiro[3.3]hept-2-yl-3-[4-(2,2,2-trifluoro-ethoxy)-pyrimidin-2-ylmethyl]-urea